S1C=C(C2=C1C=CC=C2)B(O)O benzothiophen-3-ylboronic acid